N-(4-(2,5-difluorophenyl)-2-(tetrahydro-2H-pyran-2-yl)pyridin-3-yl)-2-isopropylpyrimidine-5-carboxamide FC1=C(C=C(C=C1)F)C1=C(C(=NC=C1)C1OCCCC1)NC(=O)C=1C=NC(=NC1)C(C)C